C1(=CC=C(C=C1)NC1=CC=CC2=CC=CC=C12)C1=C(C(=C(C(=C1[2H])[2H])[2H])[2H])[2H] N-([1,1'-biphenyl]-4-yl-2',3',4',5',6'-d5)naphthalen-1-amine